O(CCN1CCOCC1)CCN1CCOCC1 4,4'-(oxydiethane-2,1-diyl)dimorpholine